BrC=1C=C(C=CC1)C(C)(C)NCCN1C(C2=CC=CC=C2C1=O)=O 2-(2-(3-bromophenyl)propan-2-ylamino)ethyl-isoindoline-1,3-dione